N-(2-((4-methoxyphenyl)ethynyl)phenyl)-4-methylbenzenesulfonamide COC1=CC=C(C=C1)C#CC1=C(C=CC=C1)NS(=O)(=O)C1=CC=C(C=C1)C